N[C@@H]1[C@H]2C[C@H]2C[C@@H]1NC(OCC[Si](C)(C)C)=O 2-(trimethylsilyl)ethyl (1S,2R,3S,5S)-2-aminobicyclo[3.1.0]hexan-3-ylcarbamate